4,8-dioxaundecane-1,11-diol C(CCOCCCOCCCO)O